methyl N-[3-[[(2'S,4R)-2-ethyl-2'-methyl-spiro[6,7-dihydrothieno[3,2-c]pyran-4,4'-piperidine]-1'-yl]methyl]cyclobutyl]carbamate C(C)C1=CC2=C(CCO[C@]23C[C@@H](N(CC3)CC3CC(C3)NC(OC)=O)C)S1